C1(=CC=CC=C1)C1=C(C(=C(C=C1)C1=CC=CC=C1)C1=NN=NC=C1)C1=CC=CC=C1 di(Phenyl)triazinylbiphenyl